The molecule is a steroid acid anion that is the conjugate base of 4-carboxyzymosterol, obtained by deprotonation of the carboxy group; major species at pH 7.3. It is a conjugate base of a 4-carboxyzymosterol. C[C@H](CCC=C(C)C)[C@H]1CC[C@@H]2[C@@]1(CCC3=C2CC[C@@H]4[C@@]3(CC[C@@H](C4C(=O)[O-])O)C)C